tert-butyl ((1-(3-(2,3-dichlorophenyl)-4-oxo-1-((2-(trimethylsilyl)ethoxy)methyl)-4,5-dihydro-1H-pyrrolo[3,2-c]pyridin-6-yl)-4-methylpiperidin-4-yl)methyl)carbamate ClC1=C(C=CC=C1Cl)C1=CN(C2=C1C(NC(=C2)N2CCC(CC2)(C)CNC(OC(C)(C)C)=O)=O)COCC[Si](C)(C)C